tert-butyl N-{[4-(3-cyano-1H-indol-5-yl)phenyl](oxo)(4-{[4-(pentafluoro-λ6-sulfanyl)phenyl]Amino}piperidin-1-yl)-λ6-sulfanylidene}carbamate C(#N)C1=CNC2=CC=C(C=C12)C1=CC=C(C=C1)S(=NC(OC(C)(C)C)=O)(N1CCC(CC1)NC1=CC=C(C=C1)S(F)(F)(F)(F)F)=O